C(C)(=O)N[C@H]1C(O[C@@H]([C@@H]([C@@H]1O)O)CN1N=NC(=C1)C1=CC(=CC=C1)OC)OCCOCCOCCOCCNC(OCC1=CC=CC=C1)=O Benzyl (2-(2-(2-(2-(((3R,4R,5R,6R)-3-acetamido-4,5-dihydroxy-6-((4-(3-methoxyphenyl)-1H-1,2,3-triazol-1-yl)methyl)tetrahydro-2H-pyran-2-yl)oxy)ethoxy)ethoxy)ethoxy)-ethyl)carbamate